2-benzimidazolylthioacetamide N1=C(NC2=C1C=CC=C2)CC(=S)N